NC1(CCN(CC1)C=1C(=NC(=C(C1)O)C1=C(C(=CC=C1)Cl)Cl)CO)C 3-(4-amino-4-methyl-1-piperidinyl)-6-(2,3-dichlorophenyl)-5-hydroxy-2-pyridinemethanol